tellururonium [NH2+]=C([TeH])N